NC=1C2=C(SC1C(=O)NC1=CC(=C(C=C1)F)C(F)(F)F)C=C(C=C2)C(F)(F)F 3-amino-N-(4-fluoro-3-(trifluoromethyl)phenyl)-6-(trifluoromethyl)benzo[b]thiophene-2-carboxamide